2-methoxy-2-methylpropyl ((((2R,3S,4R,5S)-5-(4-aminopyrrolo[2,1-f][1,2,4]triazin-7-yl)-2-cyano-3,4-dihydroxytetrahydrofuran-2-yl)methoxy)(phenoxy)phosphoryl)-L-alaninate NC1=NC=NN2C1=CC=C2[C@H]2[C@@H]([C@@H]([C@@](O2)(C#N)COP(=O)(OC2=CC=CC=C2)N[C@@H](C)C(=O)OCC(C)(C)OC)O)O